N-(1-methylindazol-7-yl)-1-{4-[(3R)-3-methylpyrrolidin-1-yl]pyridin-2-yl}pyrazole-4-sulfonamide CN1N=CC2=CC=CC(=C12)NS(=O)(=O)C=1C=NN(C1)C1=NC=CC(=C1)N1C[C@@H](CC1)C